CC1=CC(=NC=C1C(F)(F)F)[C@@H](C)C1CC2(CNC2)C1 6-[(1S)-1-[4-methyl-5-(trifluoromethyl)-2-pyridinyl]ethyl]-2-azaspiro[3.3]heptane